CN1C(CNCC1)CCC 1-(N-methylpiperazinyl)propane